BrC1=CC(=NC=C1)NC(CN1CCC2(CN(C2)C)CC1)=O N-(4-bromopyridin-2-yl)-2-{2-methyl-2,7-diazaspiro[3.5]non-7-yl}acetamide